ethyl-α-cyanoacrylate C(C)OC(C(=C)C#N)=O